N[C@@H]1C[C@@H](CCC1)N1C(=NC=2C=NC(=CC21)C#N)C2=C(C=CC=C2)F 1-[(1R,3S)-3-aminocyclohexyl]-2-(2-fluorophenyl)imidazo[4,5-c]pyridine-6-carbonitrile